(E)-2-(nitromethyl)-3-phenyl-acrylonitrile [N+](=O)([O-])C/C(/C#N)=C\C1=CC=CC=C1